(3S,4S)-1-benzyl-3,4-bis((tert-butyldimethylsilyl)oxy)pyrrolidine C(C1=CC=CC=C1)N1C[C@@H]([C@H](C1)O[Si](C)(C)C(C)(C)C)O[Si](C)(C)C(C)(C)C